ethylene carbon [C].C=C